CN1C(CN(CC1C(NC1=CC(=CC=2CCOC21)OC2=CC=C(C=C2)C(F)(F)F)=O)C(=O)OC(C)(C)C)=O Tert-butyl 4-methyl-3-oxo-5-((5-(4-(trifluoromethyl)phenoxy)-2,3-dihydro-benzofuran-7-yl)carbamoyl)piperazine-1-carboxylate